ClC1=CC=C(C=C1)\C=C\C1=CC=C(C=C1)[N+](=O)[O-] (E)-1-chloro-4-(4-nitrostyryl)benzene